(S)-6-methoxy-N2,N2-dimethyl-7-(3-(pyrrolidin-1-yl)propoxy)-N4-(tetrahydro-2H-pyran-3-yl)quinazoline-2,4-diamine COC=1C=C2C(=NC(=NC2=CC1OCCCN1CCCC1)N(C)C)N[C@@H]1COCCC1